O[C@H]1C[C@H](CC1)NCC1=CC=C(S1)C=1C=C(C=CC1)[C@@H](C)NC(=O)C=1C(=CC2=C(NC=N2)C1)C N-((R)-1-(3-(5-((((1S,3R)-3-Hydroxycyclopentyl)amino)methyl)thiophen-2-yl)phenyl)ethyl)-5-methyl-1H-benzo[d]imidazole-6-carboxamide